tert.-butyldioctylphosphine C(C)(C)(C)P(CCCCCCCC)CCCCCCCC